C(C(O)CC(=O)[O-])(=O)OCCCCCCCCCCCCCC n-tetradecyl malate